FC=1C(=NC=2N(C1)N=CC2C(=O)OCC)N[C@H](C)C=2C(=NC=CC2)OC ethyl (R)-6-fluoro-5-((1-(2-methoxypyridin-3-yl)ethyl)amino)pyrazolo[1,5-a]pyrimidine-3-carboxylate